C(C)OC1=NC=CC=C1C1=NC=2C(NCC3(C(CN(CC3)C3=C(C=CC=C3)C(F)(F)F)CC)C2C=C1)=O 2-(2-ethoxypyridin-3-yl)-3'-ethyl-1'-[2-(trifluoromethyl)phenyl]spiro[6,7-dihydro-1,7-naphthyridine-5,4'-piperidine]-8-one